(R)-N-(pyrrolidin-2-ylmethyl)-4-(7H-pyrrolo[2,3-d]pyrimidin-4-yl)-3,4-dihydro-2H-1,4-thiazine-6-carboxamide hydrochloride Cl.N1[C@H](CCC1)CNC(=O)C1=CN(CCS1)C=1C2=C(N=CN1)NC=C2